COC1=CC=C(C[C@@H]2[C@@H]([C@H](OC2)C2=CC(=C(C(=C2)OC)OC)OC)CO)C=C1 ((2S,3R,4R)-4-(4-methoxybenzyl)-2-(3,4,5-trimethoxyphenyl)tetrahydrofuran-3-yl)methanol